3-(1-aminoethyl)-8-fluoro-2-phenylquinolin-4(1H)-one NC(C)C1=C(NC2=C(C=CC=C2C1=O)F)C1=CC=CC=C1